(3R,4S,5R,6R)-3,4,5-tris(benzyloxy)-6-((benzyloxy)methyl)tetrahydro-2H-pyran-2-one C(C1=CC=CC=C1)O[C@H]1C(O[C@@H]([C@H]([C@@H]1OCC1=CC=CC=C1)OCC1=CC=CC=C1)COCC1=CC=CC=C1)=O